(2-fluoro-5-hydroxyphenyl){6-[3-(o-fluorophenyl)-4-methyl-1-pyrazolyl]-2-aza-2-spiro[3.3]heptyl}methanone FC1=C(C=C(C=C1)O)C(=O)N1CC2(C1)CC(C2)N2N=C(C(=C2)C)C2=C(C=CC=C2)F